C(#N)C(C)(C)NS(=O)(=O)C1=CC=C(C=C1)NC([C@H](CC1=CC=CC=C1)NC(C1=CC=C(C=C1)F)=O)=O (S)-N-(1-(4-(N-(2-cyanoprop-2-yl)sulfamoyl)phenylamino)-1-oxo-3-phenylprop-2-yl)-4-fluorobenzamide